FC1=C(C(=O)N[C@H](C(=O)O)CC2=C3C=CC=NC3=C(C=C2)C=2C(N(C(=CC2C)C)C)=O)C(=CC(=C1)N1[C@H](COCC1)C(F)(F)F)F (S)-2-(2,6-difluoro-4-((R)-3-(trifluoromethyl)morpholino)benzoylamino)-3-(8-(1,4,6-trimethyl-2-oxo-1,2-dihydropyridin-3-yl)quinolin-5-yl)propionic acid